2-Bromo-5-chloronitrobenzene C1=CC(=C(C=C1Cl)[N+](=O)[O-])Br